2-(5-bromo-2-methylphenyl)-N-(4-methoxybenzyl)-5-methylpyrido[3,4-d]Pyrimidin-8-amine BrC=1C=CC(=C(C1)C=1N=CC2=C(N1)C(=NC=C2C)NCC2=CC=C(C=C2)OC)C